CP(O)(=O)CCC methyl-n-propyl-phosphinic acid